(2S,5R)-N-(2-(5-chloro-3-fluoro-4-methylpyridin-2-yl)propan-2-yl)-5-(hydroxymethyl)morpholine-2-carboxamide ClC=1C(=C(C(=NC1)C(C)(C)NC(=O)[C@@H]1CN[C@@H](CO1)CO)F)C